((S)-1-(4-fluorophenyl)-3,4-dihydroisoquinolin-2(1H)-yl)((4aR,7R,8aS)-4-methyl-octahydro-2H-pyrano[3,4-b]pyrazin-7-yl)methanone FC1=CC=C(C=C1)[C@@H]1N(CCC2=CC=CC=C12)C(=O)[C@H]1C[C@H]2[C@@H](N(CCN2)C)CO1